6-methylbenzoic acid methyl ester COC(C1=CC=CC=C1C)=O